6-bromo-3-methyl-1-(pentan-2-yl)-1H-indole BrC1=CC=C2C(=CN(C2=C1)C(C)CCC)C